FC1=C(C=CC(=C1)F)N1N=C(C2=CC=CC=C2C1=O)N1CC(OCC1)CC(=O)OC methyl 2-(4-(3-(2,4-difluorophenyl)-4-oxo-3,4-dihydro phthalazin-1-yl)morpholin-2-yl)acetate